7-methyl-7-(trifluoromethyl)-5,7-dihydrofuro[3,4-d]Pyrimidine-2-carboxamide CC1(OCC2=C1N=C(N=C2)C(=O)N)C(F)(F)F